ClC1=C(C=C(OCC(=O)NC23C[C@@H](C(CC2)(CC3)NC(=O)[C@H]3OC2=C(CC3)C=C(C=C2)F)O)C=C1)F (2S)-N-{(2S)-4-[2-(4-chloro-3-fluorophenoxy)acetamido]-2-hydroxybicyclo[2.2.2]oct-1-yl}-6-fluoro-3,4-dihydro-2H-1-benzopyran-2-carboxamide